FC=1C=C(COC=2C=C3N(C(N2)=O)CC24N3CC(CC2)CC4)C=C(C1OC1=CC(=NC=C1)C(F)(F)F)F 3-((3,5-difluoro-4-((2-(trifluoromethyl)pyridin-4-yl)oxy)benzyl)oxy)-6,7,8,9-tetrahydro-1H,10H-7,9a-ethanopyrido[1',2':3,4]imidazo[1,2-c]pyrimidin-1-one